OCC1=NOC(=C1)C1=CC(=C(C#N)C=C1)OC 4-(3-(Hydroxymethyl)isoxazol-5-yl)-2-methoxybenzonitrile